tert-butyl 8-[(3,5-difluorophenyl) sulfonyl]-3,8-diazabicyclo[3.2.1]octane-3-carboxylate FC=1C=C(C=C(C1)F)S(=O)(=O)N1C2CN(CC1CC2)C(=O)OC(C)(C)C